IC=1N=C(N2N=C(C=C(C21)C2=CC=NN2C)N2[C@@H](COCC2)C)I (3R)-4-[5,7-diiodo-4-(1-methyl-1H-pyrazol-5-yl)imidazo[1,5-b]pyridazin-2-yl]-3-methylmorpholine